2-methyl-4-[5-methyl-1-[4-(trifluoromethoxy)phenyl]pyrazol-3-yl]piperidine CC1NCCC(C1)C1=NN(C(=C1)C)C1=CC=C(C=C1)OC(F)(F)F